stearyl p-tert-butylbenzoate (stearyl p-tert-butyl benzoate) C(CCCCCCCCCCCCCCCCC)C1=C(C(=O)O)C=CC(=C1)C(C)(C)C.C(C)(C)(C)C1=CC=C(C(=O)OCCCCCCCCCCCCCCCCCC)C=C1